O=C1CCNCCC1 4-oxoazepan